C(C)(C)(C)OC(=O)N1C[C@]2(CCN3N=C(C=C32)C=3C=NC(=C(C3)C#N)N)CC1 |r| (rac)-tert-butyl-2'-(6-amino-5-cyanopyridin-3-yl)-5',6'-dihydrospiro[pyrrolidine-3,4'-pyrrolo[1,2-b]pyrazole]-1-carboxylate